5-bromo-3-fluoropyridin-2-ol BrC=1C=C(C(=NC1)O)F